CC1(C2=CC=CC=C2C=2C=CC(=CC12)N(C1=CC=CC2=C1C1=CC=CC=C1C21C2=CC=CC=C2C=2C=CC=CC12)C1=CC=CC=2C(C3=CC=CC=C3C12)(C)C)C N-(9,9-Dimethylfluoren-2-yl)-N-(9,9-dimethylfluoren-4-yl)-9,9'-spirobi[fluoren]-4'-amin